C(C)C1=C(C(=NC=C1)C1=CC=CC=C1)C1=CC=CC=C1 (ethyl)(diphenyl)pyridine